N-((R)-1-(2-aminopyridin-3-yl)ethyl)-8-fluoro-5-methoxy-7-(6-methyl-1-(tetrahydro-2H-pyran-2-yl)-5-(trifluoromethyl)-1H-indazol-4-yl)-2-(methylthio)pyrido[4,3-d]pyrimidin-4-amine NC1=NC=CC=C1[C@@H](C)NC=1C2=C(N=C(N1)SC)C(=C(N=C2OC)C2=C1C=NN(C1=CC(=C2C(F)(F)F)C)C2OCCCC2)F